(R)-2-((4-(5-iodopyrimidin-2-yl)-1-(1,3,5-triazin-2-yl)piperazin-2-yl)methoxy)ethan-1-ol IC=1C=NC(=NC1)N1C[C@@H](N(CC1)C1=NC=NC=N1)COCCO